1-(3-chloro-5-(trifluoromethyl)pyridin-2-yl)piperidin-4-amine ClC=1C(=NC=C(C1)C(F)(F)F)N1CCC(CC1)N